6-(7-(((3R,4R)-4-amino-3-hydroxy-1-piperidinyl)carbonyl)-2-quinoxalinyl)-2-methyl-1(2H)-isoquinolinone N[C@H]1[C@@H](CN(CC1)C(=O)C1=CC=C2N=CC(=NC2=C1)C=1C=C2C=CN(C(C2=CC1)=O)C)O